BrC1=CC=CC(=N1)C1=CN=C2N1C=C(N=C2)C(F)F 3-(6-bromo-2-pyridyl)-6-(difluoromethyl)imidazo[1,2-a]pyrazine